4-bromo-5-(4-(hydroxymethyl)phenyl)-1-methylpyridin-2(1H)-one BrC1=CC(N(C=C1C1=CC=C(C=C1)CO)C)=O